O=C1NC(CCC1C1=CC=C(OCCCC(=O)O)C=C1)=O 4-(4-(2,6-Dioxopiperidin-3-yl)phenoxy)butanoic acid